tert-Butyl (3R,4R)-4-(4-chloroanilino)-3-methyl-piperidine-1-carboxylate ClC1=CC=C(N[C@H]2[C@@H](CN(CC2)C(=O)OC(C)(C)C)C)C=C1